C(CCCC)(=O)OC\C=C(\CCC=C(C)C)/C (E)-3,7-Dimethyl-2,6-octadienyl pentanoate